FC1(CCC(CC1)C(C)(C)N1CCNCC1)F 1-(2-(4,4-difluorocyclohexyl)propan-2-yl)piperazine